N,N'-(9H-fluorene-9-ylidenedi-4,1-phenylene)bis[1,3-dihydro-1,3-dioxo-5-isobenzofurancarboxamide] C1=CC=CC=2C3=CC=CC=C3C(C12)(C1=CC=C(C=C1)NC(=O)C=1C=C2C(OC(C2=CC1)=O)=O)C1=CC=C(C=C1)NC(=O)C=1C=C2C(OC(C2=CC1)=O)=O